Cl.NC=1C=C(C=CC1C1=C(C=C(C=C1)O)N)O 3,3'-diamino-4,4'-biphenol hydrochloride